Tert-butyl-1'-(4-iodo-1-methyl-1H-pyrazol-5-yl)-7'-methyl-spiro[cyclopropane-1,3'-indoline]-2'-one C(C)(C)(C)C1=C2C3(C(N(C2=C(C=C1)C)C1=C(C=NN1C)I)=O)CC3